C(C1=CC=CC=C1)N1C[C@@H](OCC1)CO (R)-4-benzylmorpholine-2-methanol